NC1=C(C=C(C=N1)C=1C=C2N(N1)CCC21CN(CC1)C(=O)N[C@H](C)C1=CC=C(C=C1)F)C(F)(F)F 2'-[6-amino-5-(trifluoromethyl)pyridin-3-yl]-N-[(1R)-1-(4-fluorophenyl)ethyl]-5',6'-dihydrospiro[pyrrolidine-3,4'-pyrrolo[1,2-b]pyrazole]-1-carboxamide